COC1=NC=CC(=C1)C=1C=CC(=C(C1)O)C1=NC=C(N=C1)C(=C)C1C[C@@H]2[C@@H](CNC2)C1 5-(2-methoxypyridin-4-yl)-2-(5-(1-((3aR,5s,6aS)-octahydrocyclopenta[c]pyrrol-5-yl)vinyl)pyrazin-2-yl)phenol